(4S)-4-isopropyl-2-[6-[(4S)-4-isopropyl-4,5-dihydro-oxazol-2-yl]-2-pyridinyl]-4,5-dihydro-oxazole C(C)(C)[C@@H]1N=C(OC1)C1=NC(=CC=C1)C=1OC[C@@H](N1)C(C)C